CC=1C(C2=C([N+]1CCCS(=O)(=O)O)SC1=C2C=C(C=C1)S(=O)(=O)O)(C)C 2,3,3-trimethyl-5-sulfo-1-(3-sulfopropyl)-3H-benzo[4,5]thieno[2,3-b]pyrrol-1-ium